C(C)(=O)N1CCC(CC1)NC1=CC(=NC(=N1)N1CCCCC1)C(=O)O 6-((1-Acetylpiperidin-4-yl)amino)-2-(piperidin-1-yl)pyrimidine-4-carboxylic acid